CC1=CC=C(C=C1)S(=O)(=O)OC=1C=C(C=CC1)NC(=O)N (3-(4-methylphenylsulfonyloxy)phenyl)urea